tert-butyl (2-(4-hydroxy-1-methyl-1H-indol-3-yl)ethyl)(2,2,2-trifluoroethyl)carbamate OC1=C2C(=CN(C2=CC=C1)C)CCN(C(OC(C)(C)C)=O)CC(F)(F)F